7-hydroxycholesterol OC1[C@H]2[C@@H]3CC[C@H]([C@@H](CCCC(C)C)C)[C@]3(CC[C@@H]2[C@]2(CC[C@@H](CC2=C1)O)C)C